N[C@@H]1C=2N=CSC2CC12CCN(CC2)C=2N=CC(=NC2)SC=2C(=C1C(N(C=NC1=CC2)CCOC)=O)Cl 6-[5-[(4S)-4-aminospiro[4,6-dihydrocyclopenta[d]thiazole-5,4'-piperidin]-1'-yl]pyrazin-2-yl]sulfanyl-5-chloro-3-(2-methoxyethyl)quinazolin-4-one